Isoglutamyl-lysine trans-tert-butyl-3-((3-(2-(2,6-dioxopiperidin-3-yl)-1-oxoisoindolin-4-yl)prop-2-yn-1-yl)oxy)cyclobutane-1-carboxylate C(C)(C)(C)C1(CC(C1)OCC#CC1=C2CN(C(C2=CC=C1)=O)C1C(NC(CC1)=O)=O)C(=O)O.N[C@@H](CCC(=O)N[C@@H](CCCCN)C(=O)O)C(N)=O